6-[(3S,4S)-4-amino-3-methyl-2-oxa-8-azaspiro[4.5]dec-8-yl]-3-(2,3-dichlorophenyl)-2,5-dimethyl-3,4-dihydropyrimidin-4-one N[C@@H]1[C@@H](OCC12CCN(CC2)C2=C(C(N(C(=N2)C)C2=C(C(=CC=C2)Cl)Cl)=O)C)C